CN(C1=CC=CC=N1)C 6-(dimethylamino)pyridin